OCC(CC1=CC=C(C=C1)C#CC#CC1=CC=C(C(=O)NCCO)C=C1)C=1N=CNC(C1O)=O 4-((4-(3-hydroxy-2-(5-hydroxy-6-oxo-1,6-dihydropyrimidin-4-yl)propyl)phenyl)buta-1,3-diyn-1-yl)-N-(2-hydroxyethyl)benzamide